trans-[4-[(3,8-dimethyl-[1,2,4]triazolo[4,3-a]pyridin-6-yl)methyl]cyclohexyl]-[(3S)-3-pyrazin-2-yl-1,2-oxazolidin-2-yl]methanone CC1=NN=C2N1C=C(C=C2C)C[C@@H]2CC[C@H](CC2)C(=O)N2OCC[C@H]2C2=NC=CN=C2